CN1C2=C(OCC1)C(=NC(=N2)N2CC1(CN(C1)C(C=C)=O)CC2)C2=CC=CC1=CC=CC(=C21)C 1-(6-(8-methyl-4-(8-methyl-1-naphthalenyl)-7,8-dihydro-6H-pyrimido[5,4-b][1,4]oxazin-2-yl)-2,6-diazaspiro[3.4]octan-2-yl)-2-propen-1-one